C1=CC=CC=2C3=CC=CC=C3N(C12)C[C@](CN1C([C@@H](CC1)F)=O)(C)O (R)-1-((S)-3-(9H-carbazol-9-yl)-2-hydroxy-2-methylpropyl)-3-fluoropyrrolidin-2-one